FC(OC1=NC(=CC=C1NC(=O)C1(CCC(CC1)(C(=O)O)C)C1=C(C=CC=C1)C(C)C)OC)F (1s,4s)-4-((2-(difluoromethoxy)-6-methoxypyridin-3-yl)carbamoyl)-4-(2-isopropylphenyl)-1-methylcyclohexane-1-carboxylic acid